Cl.C(CCCCCCCCCCCCCCCCC)N[C@@H](CC1=CC=C(C=C1)O)C(=O)O octadecyltyrosine hydrochloride